1,1,1,3,3,3-hexafluoropropan-2-yl (R)-1-((tetrahydro-2H-pyran-4-carbonyl)carbamoyl)-6-azaspiro[2.5]octane-6-carboxylate O1CCC(CC1)C(=O)NC(=O)[C@@H]1CC12CCN(CC2)C(=O)OC(C(F)(F)F)C(F)(F)F